C1(=CCCC1)CC(=O)O CYCLOPENTENYL-ACETIC ACID